Ethyl 1-penten-3-ynesulfonate C(=CC#CC)S(=O)(=O)OCC